3-Methyl-6-(2'-oxospiro[cyclopropane-1,3'-indoline]-5'-yl)-3,4-dihydropyridine-1(2H)-carboxylic acid tert-butyl ester C(C)(C)(C)OC(=O)N1CC(CC=C1C=1C=C2C3(C(NC2=CC1)=O)CC3)C